C(CCCCCCCC(=O)OCCCCCCC(C)C)(=O)OCCCCCCC(C)C diisononyl nonanediate